BrC1=CC=CC(=N1)NC(=O)[C@H]1N([C@@H]2C[C@@H]2C1)C(CN1NC2=CC=C(C=C2C1C(=O)N)C=1C=NC(=NC1)N1CCCC1)=O 2-((1R,3S,5R)-3-((6-bromopyridin-2-yl)carbamoyl)-2-azabicyclo[3.1.0]hex-2-yl-2-oxoethyl)5-((2-pyrrolidin-1-yl)pyrimidin-5-yl)-1H-indazole-3-carboxamide